C(C)(C)(C)OC(CC1(CCN(CC1)C1=C(C=C(C=C1)N)C(F)F)O)=O 2-[1-[4-amino-2-(difluoromethyl)phenyl]-4-hydroxy-4-piperidinyl]acetic acid tert-butyl ester